(4-isobutyl-2,6-dimethylphenyl)boronic acid C(C(C)C)C1=CC(=C(C(=C1)C)B(O)O)C